benzophenanthro[4,5-bcd]thiophene C1=CC=C2SC3=C4C2=C1C1=CC=CC=C1C4=CC=C3